2-chloro-4-(4-((2,4-difluorophenyl)sulfonyl)piperidin-1-yl)-6-methyl-3-nitropyridine ClC1=NC(=CC(=C1[N+](=O)[O-])N1CCC(CC1)S(=O)(=O)C1=C(C=C(C=C1)F)F)C